COC=1C=C(CNC(=O)NCC2=CC=C(C=C2)OC)C=CC1OCCN1CCN(CC1)C1=C(C(=CC=C1)Cl)Cl 1-{3-methoxy-4-{2-[4-(2,3-dichlorophenyl)piperazin-1-yl]ethoxy}benzyl}-3-(4-methoxybenzyl)urea